FC(C)(F)C=1C=C(C=NC1)NC(=O)C1=CSC=2CNCCC21 N-[5-(1,1-difluoroethyl)-3-pyridyl]-4,5,6,7-tetrahydrothieno[2,3-c]pyridine-3-carboxamide